(6-(1-(4-fluorophenyl)ethyl)-3-methyl-5-((2-(pyrrolidin-1-yl)ethyl)amino)pyrazin-2-yl)((S)-3-methoxypyrrolidin-1-yl)methanone FC1=CC=C(C=C1)C(C)C1=C(N=C(C(=N1)C(=O)N1C[C@H](CC1)OC)C)NCCN1CCCC1